C(C=C)(=O)NC=1C=C(C=CC1)NC1=NC(=NC=C1F)NC1=CC(=C(C(=C1)OC)OC)OC 4-(3-acrylamidophenylamino)-5-fluoro-2-(3,4,5-trimethoxyphenylamino)-pyrimidine